Cl.N1CC(C1)C(=O)N1CCN(CC1)C1=NC=C(C=C1OC)C(F)(F)F azetidine-3-yl-(4-(3-methoxy-5-(trifluoromethyl)pyridin-2-yl)piperazine-1-yl)methanone hydrochloride